FC1=CC=C(C(=O)C2=CC(=C3C=C(C=CN23)C(=O)OC(C)C)C(=O)OCC)C=C1 1-Ethyl 7-isopropyl 3-(4-fluorobenzoyl)indolizine-1,7-dicarboxylate